OCC[N] hydroxyethylNitrogen